5-cyano-6-(4-(2-phenylacetyl)piperazin-1-yl)-2-(trifluoromethyl)nicotinic acid ethyl ester C(C)OC(C1=C(N=C(C(=C1)C#N)N1CCN(CC1)C(CC1=CC=CC=C1)=O)C(F)(F)F)=O